C(C)(C)(C)OC(=O)NCC(C(=O)O)C1=CC=C(C=C1)P(=O)(C)C 3-[(tert-butoxycarbonyl)amino]-2-[4-(dimethylphosphoryl)phenyl]propanoic acid